N1(CCC1)C1=CC(=NC=C1)N1N=CC(=C1)S(=O)(=O)NC=1C(=CC=C2C=NN(C12)C)OC 1-(4-(AZETIDIN-1-YL)PYRIDIN-2-YL)-N-(6-METHOXY-1-METHYL-1H-INDAZOL-7-YL)-1H-PYRAZOLE-4-SULFONAMIDE